(2R,3S,4R,5R)-5-(4-butyramidopyrrolo[2,1-f][1,2,4]triazin-7-yl)-5-cyano-4-hydroxy-2-(hydroxymethyl)tetrahydrofuran-3-yl acetate C(C)(=O)O[C@@H]1[C@H](O[C@@]([C@@H]1O)(C#N)C1=CC=C2C(=NC=NN21)NC(CCC)=O)CO